4-(((3S,4S)-3-(aminomethyl)-4-((5-chloropyridin-2-yl)thio)-3-hydroxypyrrolidine-1-yl)sulfonyl)-3-chlorobenzonitrile NC[C@@]1(CN(C[C@@H]1SC1=NC=C(C=C1)Cl)S(=O)(=O)C1=C(C=C(C#N)C=C1)Cl)O